C(C)(C)(C)C=1C=C(CP(OCCCCCCCCCCCCCCCCCC)(OCCCCCCCCCCCCCCCCCC)=O)C=C(C1O)C(C)(C)C distearyl (3,5-di-t-butyl-4-hydroxybenzyl)phosphonate